1-{2-[(1R)-1-aminoethyl]-4-chlorobenzyl}-2-thioxo-1,2,3,5-tetrahydro-4H-pyrrolo[3,2-d]pyrimidin-4-one N[C@H](C)C1=C(CN2C(NC(C3=C2C=CN3)=O)=S)C=CC(=C1)Cl